OCC#CC=1C2=C(C(=NC1N[C@H]1[C@H](CCCC1)NC(OC(C)(C)C)=O)NC=1C=C(C=CC1)C)C(NC2)=O tert-butyl (1S,2R)-2-(7-(3-hydroxyprop-1-ynyl)-3-oxo-4-(m-tolylamino)-2,3-dihydro-1H-pyrrolo[3,4-c]pyridin-6-ylamino)cyclohexylcarbamate